Octahydro-2H-benzo[b][1,4]oxazine O1C2C(NCC1)CCCC2